C(C)(C)(C)C=1C=C(C=C(C1)F)[C@H](C)NC(=O)C1=CC=C2C(=C(N(C2=C1)CC1CCC1)C)CC1=CC(=CC(=C1)O)F (S)-N-(1-(3-(tert-butyl)-5-fluorophenyl)ethyl)-1-(cyclobutylmethyl)-3-(3-fluoro-5-hydroxybenzyl)-2-methyl-1H-indole-6-carboxamide